Naphtho[2,1-d]Furan O1C=CC2=C1C1=CC=CC=C1C=C2